C(C)OC=C(C(=O)OCC(O)CO)C glycerol ethoxymethacrylate